(5-(2-(2-isopropylazetidin-1-yl)acetamido)-2-methylpyridin-3-yl)-2-(1-(2-methoxyethyl)-1H-pyrazol-4-yl)pyrazolo[5,1-b]thiazole-7-carboxamide C(C)(C)C1N(CC1)CC(=O)NC=1C=C(C(=NC1)C)C=1N2C(SC1C=1C=NN(C1)CCOC)=C(C=N2)C(=O)N